tert-butyl 4-[4-({(1R)-1-[3-(2-ethoxy-1,1-difluoro-2-oxoethyl)-2-fluorophenyl]ethyl}amino)-2-methylpyrido[3,4-d]pyrimidin-6-yl]-4-oxo-1,4lambda5-azaphosphinane-1-carboxylate C(C)OC(C(F)(F)C=1C(=C(C=CC1)[C@@H](C)NC=1C2=C(N=C(N1)C)C=NC(=C2)P2(CCN(CC2)C(=O)OC(C)(C)C)=O)F)=O